3-(trifluoromethyl)-N-(2-(trifluoromethyl)phenyl)benzamide FC(C=1C=C(C(=O)NC2=C(C=CC=C2)C(F)(F)F)C=CC1)(F)F